(3aS)-tetrahydro-[1,2,3]oxathiazolo[3,4-a]pyrazin S1OC[C@H]2N1C=CNC2